((S)-1-(4-fluorophenyl)-3,4-dihydroisoquinolin-2(1H)-yl)((S)-6-oxa-2,9-diazaspiro[4.5]decan-2-yl)methanone FC1=CC=C(C=C1)[C@@H]1N(CCC2=CC=CC=C12)C(=O)N1C[C@@]2(CC1)OCCNC2